(S)-N-(7-bromo-5-methyl-4-oxo-2,3,4,5-tetrahydrobenzo[b][1,4]oxazepin-3-yl)-2,4-difluoro-5-(isopropylamino)benzamide BrC1=CC2=C(OC[C@@H](C(N2C)=O)NC(C2=C(C=C(C(=C2)NC(C)C)F)F)=O)C=C1